SCCC[Na] L-3-mercapto-1-propyl-sodium